C(COCCO)OCCO 8-2,2'-[1,2-ethanediylbis(oxy)]bisethanol